CN(C/C=C/C(=O)NC1=C2CN(CC2=CC=C1)C(C1=C(C=CC(=C1)C)O)=O)C (E)-4-(Dimethylamino)-N-(2-(2-hydroxy-5-methylbenzoyl)isoindolin-4-yl)but-2-enamide